1,3-Bis(diethylamino)-1,1,3,3-tetramethyldisiloxane C(C)N([Si](O[Si](C)(C)N(CC)CC)(C)C)CC